benzyl-N-(2-bromo-5-methyl-phenyl)-2-methyl-6-(1-methyltriazol-4-yl)piperidine-4-carboxamide C(C1=CC=CC=C1)N1C(CC(CC1C=1N=NN(C1)C)C(=O)NC1=C(C=CC(=C1)C)Br)C